O[C@H](COC=1C=C(C=CC1)S(=O)(=O)NOC)CN[C@H]1COC2(C1)CCN(CC2)S(=O)(=O)C2=CC1=C(OCCN1C)N=C2 3-((S)-2-hydroxy-3-((R)-8-(1-methyl-2,3-dihydro-1H-pyrido[2,3-b][1,4]oxazin-7-ylsulfonyl)-1-oxa-8-azaspiro[4.5]decan-3-ylamino)propoxy)-N-methoxybenzenesulfonamide